(R)-3-(3-(5-(3-hydroxy-1-methyl-2-oxopyrrolidin-3-yl)isoxazol-3-yl)phenyl)-7-isopropyl-5,6,7,8-tetrahydroimidazo[1,5-a]pyrazine-1-carboxylic acid O[C@@]1(C(N(CC1)C)=O)C1=CC(=NO1)C=1C=C(C=CC1)C1=NC(=C2N1CCN(C2)C(C)C)C(=O)O